tert-butyl 3-{3-bromo-5-[(tert-butoxycarbonyl)(methyl)amino]-4-cyanopyrazol-1-yl}azetidine-1-carboxylate BrC1=NN(C(=C1C#N)N(C)C(=O)OC(C)(C)C)C1CN(C1)C(=O)OC(C)(C)C